C(C)C(COC(C=CC1=CC=C(C=C1)OC)=O)CCCC 2-ethylhexyl-para-methoxycinnamate